CC1(C2=CC=CC=C2C=2C=CC(=CC12)NC1=CC=CC=2N(C3=CC=CC=C3C12)C1=CC=CC=C1)C N-(9,9-dimethylfluoren-2-yl)-N-(9-Phenylcarbazol-4-yl)amine